tert-butyl 4-(4-oxo-4,9-dihydro-3H-pyrimido[4,5-b]indol-6-yl)piperidine-1-carboxylate O=C1NC=NC=2NC3=CC=C(C=C3C21)C2CCN(CC2)C(=O)OC(C)(C)C